C(C)OC1=NC=CC=C1C1=NC=2C(N(CC3(CCN(CC3)C3=C(C#N)C(=CC=C3)OC)C2C=C1)C1CNCC1)=O 2-[2-(2-ethoxypyridin-3-yl)-8-oxo-7-pyrrolidin-3-ylspiro[6H-1,7-naphthyridine-5,4'-piperidine]-1'-yl]-6-methoxybenzonitrile